COC([C@H](CC1=CC=C(C=C1)N1C(N(C2=C1C(=CC=C2)F)C2CC2)=O)NC(C2=CC=CC=C2)(C2=CC=CC=C2)C2=CC=CC=C2)=O (S)-3-(4-(3-cyclopropyl-7-fluoro-2-oxo-2,3-dihydro-1H-benzo[d]imidazol-1-yl)phenyl)-2-(tritylamino)propionic acid methyl ester